O(C1=CC=CC=C1)[C@H]1CNCC1 (R)-3-phenoxypyrrolidine